C[Si](Cl)(CC#C)C dimethyl-propargyl-chlorosilane